ClC=1C(=C(C=CC1)NC1=NC=NC2=CC(=C(C=C12)NC(\C=C\COC)=O)C#C[C@@]12CN(C[C@H]2C1)C)F (E)-N-(4-((3-chloro-2-fluorophenyl)amino)-7-(((1R,5S)-3-methyl-3-azabicyclo[3.1.0]hexan-1-yl)ethynyl)quinazolin-6-yl)-4-methoxybut-2-enamide